NC=1SC=CC1[C@H]1[C@@H](CN(C1)CC1=CC=CC=C1)C(=O)OCC Ethyl (3S,4R)-4-(2-aminothiophen-3-yl)-1-benzylpyrrolidine-3-carboxylate